(10S,13R,17S)-17-((S)-1-hydroxyethyl)-10,13-dimethyl-6,7,10,11,12,13,16,17-octahydro-3H-cyclopenta[a]phenanthren-3-one O[C@@H](C)[C@H]1CC=C2C=3CCC4=CC(C=C[C@@]4(C3CC[C@]12C)C)=O